(4-(dimethylamino)phenyl)-5-hydroxy-2-(4-hydroxyphenyl)-4-(piperidin-1-ylmethyl)-1H-indole-3-carboxylic acid ethyl ester C(C)OC(=O)C1=C(N(C2=CC=C(C(=C12)CN1CCCCC1)O)C1=CC=C(C=C1)N(C)C)C1=CC=C(C=C1)O